(1-(1H-indol-3-yl)hexane-2-yl)-7-(tetrahydrofuran-3-yl)-5,6,7,8-tetrahydroimidazo[1,2-a]pyrazine-2-carboxamide N1C=C(C2=CC=CC=C12)CC(CCCC)C1=C(N=C2N1CCN(C2)C2COCC2)C(=O)N